FC1=C(C(=CC=C1)F)C=1C2=C(N(N=C2C=CC1)C)N1C(N2[C@H](C1)C[C@@H](C2)NS(=O)(=O)C)=O N-{(6S,7aS)-2-[4-(2,6-difluorophenyl)-2-methyl-2H-indazol-3-yl]-3-oxohexahydro-1H-pyrrolo[1,2-c]imidazol-6-yl}methanesulfonamide